ClC1=C(C=NC=C1)OC 4-chloro-3-methoxypyridine